[Si](C)(C)(C(C)(C)C)OCCOC1=C(C#N)C(=C(C=N1)F)I 2-((tert-butyldimethylsilyloxy)ethoxy)-5-fluoro-4-iodonicotinonitrile